NC1=CN=C(N(C1=O)CC(=O)NCC1=CC=2C=NC=CC2N1C(=O)OCCCC)C1=CC=CC=C1 butyl 2-((2-(5-amino-6-oxo-2-phenylpyrimidin-1(6H)-yl)acetamido)methyl)-1H-pyrrolo[3,2-c]pyridine-1-carboxylate